tert-butyl 3-((6-((1S,3R)-2-(bicyclo[1.1.1]pentan-1-yl)-3-methyl-2,3,4,9-tetrahydro-1H-pyrido[3,4-b]indol-1-yl)pyridin-3-yl)oxy)azetidine-1-carboxylate C12(CC(C1)C2)N2[C@@H](C=1NC3=CC=CC=C3C1C[C@H]2C)C2=CC=C(C=N2)OC2CN(C2)C(=O)OC(C)(C)C